C(C#C)NCCOCCNC(OC(C)(C)C)=O tert-butyl N-{2-[2-(prop-2-yn-1-ylamino)ethoxy]ethyl}carbamate